FC1=CC(=CC=C1)OCOC 1-fluoro-3-(methoxymethoxy)benzene